(3R)-3-(7-{[(6R*)-6-cyclopropyl-2-hydroxy-5,6,7,9-tetrahydro-8H-pyrido[2,3-c]azepin-8-yl]methyl}-1-benzothiophen-5-yl)-3-(1,4-dimethyl-1H-benzotriazol-5-yl)propanoic acid C1(CC1)[C@H]1CC2=C(CN(C1)CC1=CC(=CC=3C=CSC31)[C@@H](CC(=O)O)C3=C(C1=C(N(N=N1)C)C=C3)C)N=C(C=C2)O |o1:3|